C(C)(C)(C)N1CCN(CC1)C(CBr)=O tert-butyl-4-(2-bromoacetyl)piperazine